3,5-bis(1-pyrenyl)pyridine C1(=CC=C2C=CC3=CC=CC4=CC=C1C2=C34)C=3C=NC=C(C3)C3=CC=C4C=CC2=CC=CC1=CC=C3C4=C21